C(CCCCCCCCCCCCCCCCC)OC(CCC1=CC(=C(C(=C1)CCCC)O)CCCC)=O n-octadecyl-3-(3,5-di-1-butyl-4-hydroxyphenyl)propionate